1-(2,3-dihydroxypropyl)-3-methylimidazolium bis(trifluoromethanesulfonimide) [N-](S(=O)(=O)C(F)(F)F)S(=O)(=O)C(F)(F)F.[N-](S(=O)(=O)C(F)(F)F)S(=O)(=O)C(F)(F)F.OC(CN1C=[N+](C=C1)C)CO.OC(CN1C=[N+](C=C1)C)CO